tert-Butyl (1-formylcyclohexyl)(methyl)carbamate C(=O)C1(CCCCC1)N(C(OC(C)(C)C)=O)C